FC(C(=O)O)(F)F.FC(OC1=C(C=CC=C1)NC1=CC(=NC=2C=CNC(C12)=O)NC(=O)C1CC1)F N-(4-((2-(Difluoromethoxy)phenyl)amino)-5-oxo-5,6-dihydro-1,6-naphthyridin-2-yl)cyclopropanecarboxamide Trifluoroacetic Acid Salt